ClC1=C(CN2CCC(CC2)(O)CN2C=NC3=C(C2=O)C=NN3C3=CC=C(C=C3)F)C(=CC=C1)Cl 5-((1-(2,6-dichlorobenzyl)-4-hydroxypiperidin-4-yl)methyl)-1-(4-fluorophenyl)-1,5-dihydro-4H-pyrazolo[3,4-d]pyrimidin-4-one